3-(2-((6-(8,9-Dimethyl-4-oxo-4H-pyrimido[1,2-b]pyridazin-7-yl)-5,6,7,8-tetrahydro-1,6-naphthyridin-3-yl)oxy)ethyl)oxazolidin-2-one CC1=C(C=2N(N=C1N1CC=3C=C(C=NC3CC1)OCCN1C(OCC1)=O)C(C=CN2)=O)C